FC1=C(C=CC=C1F)CN1[C@@H](CCC1=O)CC(=O)N1C(CCCC1)C(=O)OCC ethyl 1-[2-[(2S)-1-[(2,3-difluorophenyl)methyl]-5-oxopyrrolidin-2-yl]acetyl]piperidine-2-carboxylate